(Z)-N-((2R,3R,5S,6S)-6-allyl-2,5-dimethyltetrahydro-2H-pyran-3-yl)-4-(5-methyl-1,2,4-oxadiazol-3-yl)pent-2-enamide C(C=C)[C@H]1[C@H](C[C@H]([C@H](O1)C)NC(\C=C/C(C)C1=NOC(=N1)C)=O)C